(S)-2-((((9H-fluoren-9-yl)methoxy)carbonyl)amino)-3-(1-(tert-butoxycarbonyl)-2-methyl-1H-imidazol-4-yl)propanoic acid C1=CC=CC=2C3=CC=CC=C3C(C12)COC(=O)N[C@H](C(=O)O)CC=1N=C(N(C1)C(=O)OC(C)(C)C)C